N12CCCN=C2NCCC1.O=C1C2=CC=CC=C2OC=2C=CC(=CC12)C(C(=O)O)C 2-(9-Oxoxanthen-2-yl)propionic acid 1,5,7-triazabicyclo[4.4.0]dec-5-ene salt